C1(CC1)C1=C(C(=NO1)C1=C(C=CC=C1Cl)Cl)C(=O)O[C@H]1[C@H]2CN([C@@H](C1)C2)C=2SC1=C(N2)C(=CC(=C1)C(=O)O)F ((1R,4R,5R)-5-((5-cyclopropyl-3-(2,6-dichlorophenyl)isoxazole-4-carbonyl)oxy)-2-azabicyclo[2.2.1]heptane-2-yl)-4-fluorobenzo[d]thiazole-6-carboxylic acid